FC1=CC(=C(C#N)C(=C1)C)C 4-fluoro-2,6-dimethylbenzonitrile